C(C=C)(=O)N1C[C@H](CC1)C(=O)NC=1C=CC(=NC1)C(=O)NC1=CC=C(C=C1)C1=CC2=C(N=CN=C2N2CCOCC2)N1 (S)-5-(1-acryloylpyrrolidine-3-carboxamido)-N-(4-(4-morpholino-7H-pyrrolo[2,3-d]pyrimidin-6-yl)phenyl)picolinamide